2-(5-((3-(cyclopropylmethyl)-2,4,5-trioxoimidazolidin-1-yl)methyl)-1,2,4-oxadiazol-3-yl)-N-(2-methoxyphenyl)-N-((tetrahydro-2H-pyran-2-yl)methyl)acetamide C1(CC1)CN1C(N(C(C1=O)=O)CC1=NC(=NO1)CC(=O)N(CC1OCCCC1)C1=C(C=CC=C1)OC)=O